CCOC(=O)C1(CC1)CC=C The molecule is a member of the class of cyclopropanes that is ethyl cyclopropanecarboxylate substituted by a prop-2-en-1-yl group at position 1. It has a role as a metabolite. It is a carboxylic ester and a member of cyclopropanes.